2-chloroethyl(diethoxymethylsilane) ClCC[SiH2]C(OCC)OCC